4-oxopyrido[1,2-a]pyrimidine-2-carboxamide O=C1C=C(N=C2N1C=CC=C2)C(=O)N